C(C)(C)C1=C2C=CN(CC2=C(C=C1)N1[C@H]([C@@H](C1)CS(=O)(=O)C)C)C1=NC(=NC=C1)C1=CN=C(S1)C 5-isopropyl-8-((2S,3R)-2-methyl-3-((methylsulfonyl)methyl)azetidin-1-yl)-N-(2-(2-methylthiazol-5-yl)pyrimidin-4-yl)isoquinolin